N'-(2-chloroacetyl)-3-fluorobenzohydrazide ClCC(=O)NNC(C1=CC(=CC=C1)F)=O